NC=1C(=NC=CC1)C#CC[C@@H](C(=O)OC)NC(=O)OC(C)(C)C methyl (2S)-5-(3-aminopyridin-2-yl)-2-{[(tert-butoxy)carbonyl]amino}pent-4-ynoate